[Br-].CN(C)C(=[N+](CCCCCCOC1=CC=C(C=C1)C(=O)ON1C(CCC1=O)=O)CCCC)N(C)C N-(bis(dimethylamino)methylene)-N-butyl-6-(4-(((2,5-dioxopyrrolidin-1-yl)oxy)carbonyl)phenoxy)hexan-1-aminium Bromide